ClC=1C=CC(=C(C1)NC(=O)C=1SC(N2C1NC(C1=CC(=C(C=C21)OC)OC)=O)=S)C N-(5-chloro-2-methylphenyl)-7,8-dimethoxy-5-oxo-1-thioxo-4,5-dihydro-1H-thiazolo[3,4-a]quinazoline-3-Carboxamide